C(C)(C)(C)OC(=O)N([C@H](C(=O)[O-])CC(C)C)C (2S)-2-[tert-butoxy-carbonyl (methyl) amino]-4-methyl-pentanoate